6-(2-amino-6-fluoro-5-(4-(isopropylsulfonyl)phenyl)pyridin-3-yl)-3,4-dihydroisoquinolin-1(2H)-one NC1=NC(=C(C=C1C=1C=C2CCNC(C2=CC1)=O)C1=CC=C(C=C1)S(=O)(=O)C(C)C)F